5-(2-chloro-5-fluoropyrimidin-4-yl)-3-isopropyl-2,6-dimethyl-3H-thieno[2,3-d]Imidazole TFA salt OC(=O)C(F)(F)F.ClC1=NC=C(C(=N1)C1=C(C2=C(N(C(=N2)C)C(C)C)S1)C)F